(5-bromo-2-methyl-2H-1,2,3-triazol-4-yl)(cyclopropyl)methanone BrC=1C(=NN(N1)C)C(=O)C1CC1